FC1=C(C=C(C=C1)F)C1NCCC1 2-(2,5-difluorophenyl)-pyrrolidine